C1(CCCCC1)C1=CC=C(C=C1)C1=CC=C(C=C1)N(C1=CC=2C3(C4=CC=CC=C4C2C=C1)CCCCC3)C3=CC=C(C=C3)C3CCCCC3 N-[(4'-cyclohexyl)biphenyl-4-yl]-N-(4-cyclohexylphenyl)-N-(spiro[cyclohexane-1,9'-[9H]-fluoren]-2'-yl)-amine